(S)-(1-(2,3-dichloro-6-ethoxyphenethyl)pyrrolidin-3-yl)methanamine difumarate C(\C=C\C(=O)O)(=O)O.C(\C=C\C(=O)O)(=O)O.ClC1=C(CCN2C[C@@H](CC2)CN)C(=CC=C1Cl)OCC